OC1(COC1)C1C(N(C(N1)=O)C)=O 5-(3-hydroxyoxetan-3-yl)-3-methylimidazolidine-2,4-dione